3,4-DICHLORo-N-(2-CYANOPHENYL)-5-ISOTHIAZOLCARBOXAMID ClC1=NSC(=C1Cl)C(=O)NC1=C(C=CC=C1)C#N